C1(CC1)C=1C(NCCC1)C(=O)N 3-cyclopropyl-1,2,5,6-tetrahydropyridine-2-carboxamide